3-(3-phenylureido)propyl Methacrylate C(C(=C)C)(=O)OCCCNC(=O)NC1=CC=CC=C1